(2-(3-(1-acetylpiperidin-4-yl)-4'-fluoro-1'-methyl-1H,1'H-[4,6'-biindazol]-1-yl)acetyl)glycylglycine C(C)(=O)N1CCC(CC1)C1=NN(C=2C=CC=C(C12)C1=CC(=C2C=NN(C2=C1)C)F)CC(=O)NCC(=O)NCC(=O)O